(3aS,4S,5S,6aR)-5-hydroxy-4-[(1E)-3,3-difluoro-4-phenoxy-1-butenyl]hexahydro-2H-cyclopenta[b]furan-2-ol O[C@@H]1[C@H]([C@H]2[C@H](OC(C2)O)C1)\C=C\C(COC1=CC=CC=C1)(F)F